C(N)(=O)C1=CC(=NC2=C1N=CN=C2N[C@@H]2CN(C[C@H](C2)F)C(=O)OC(C)(C)C)C2=CC=C(C=C2)OCC(C)(C)O tert-butyl (3S,5S)-3-((8-carbamoyl-6-(4-(2-hydroxy-2-methylpropyloxy) phenyl) pyrido[3,2-d]pyrimidin-4-yl) amino)-5-fluoropiperidine-1-carboxylate